(-)-di-p-toluyltartrate C1(=CC=C(C=C1)C(C(C(=O)[O-])(O)C1=CC=C(C=C1)C)(O)C(=O)[O-])C